5-(((S)-1-(2-chloro-3-fluorophenyl)ethyl)amino)-N-((R,E)-4-(methylsulfonyl)but-3-en-2-yl)pyrazine-2-carboxamide ClC1=C(C=CC=C1F)[C@H](C)NC=1N=CC(=NC1)C(=O)N[C@H](C)\C=C\S(=O)(=O)C